glycerol monolaurate (glyceryl-monolaurate) C(C(O)CO)CCCCCCCCCCCC(=O)OC(COC(CCCCCCCCCCC)=O)CO